CCCCCC(=O)[O-].[K+] potassium 6-hexanoate